CC1(OC2(CCC1)CCC(CC2)C2=C1N(N=C2CN(CCNC)C)CC(C1)(F)F)C N1-((3-((6s,9r)-2,2-dimethyl-1-oxaspiro[5.5]undecan-9-yl)-5,5-difluoro-5,6-dihydro-4H-pyrrolo-[1,2-b]pyrazol-2-yl)methyl)-N1,N2-dimethylethane-1,2-diamine